BrC1=C(C=CC=C1)C1=CN=C(S1)C1=CC2=C(N(N=N2)C(C)C)C=C1 5-(2-bromophenyl)-2-(1-isopropylbenzo-triazol-5-yl)thiazole